ethyl-acrylamide sodium salt [Na+].C(C)C(C(=O)[NH-])=C